COC(C1=C(C(=CC(=C1)OC(C)=O)C=O)OC(C)=O)=O 2,5-diacetoxy-3-formylbenzoic acid methyl ester